FC(S(=O)(=O)C=1C(=NC=CC1)NC1=CC(=NC=C1C(CC)=O)NC(=O)[C@H]1C(C1)(C)C)F (R)-N-(4-((3-((difluoromethyl)sulfonyl)pyridin-2-yl)amino)-5-propionylpyridin-2-yl)-2,2-dimethylcyclopropane-1-carboxamide